6-Bromo-8-cyclopentyl-2-(5-pyrrolidin-1-yl-pyridin-2-ylamino)-8H-pyrido[2,3-d]pyrimidin-7-one BrC1=CC2=C(N=C(N=C2)NC2=NC=C(C=C2)N2CCCC2)N(C1=O)C1CCCC1